C(C)(C)(C)OC(=O)N1CCC(=CC1)C1=CC=C(S1)C(=O)O 5-(1-(tert-butoxycarbonyl)-1,2,3,6-tetrahydropyridin-4-yl)thiophene-2-carboxylic acid